(S)-2-((2-((S)-4-(difluoromethyl)-2-oxooxazolidin-3-yl)-3-fluoro-5,6-dihydrobenzo[f]imidazo[1,2-d][1,4]oxazepin-9-yl)amino)propionamide FC([C@H]1N(C(OC1)=O)C=1N=C2N(CCOC3=C2C=CC(=C3)N[C@H](C(=O)N)C)C1F)F